4-chlorobenzyl (4-((4-(pyrimidin-2-yl)piperazin-1-yl)methyl)phenyl)carbamate N1=C(N=CC=C1)N1CCN(CC1)CC1=CC=C(C=C1)NC(OCC1=CC=C(C=C1)Cl)=O